C1=C(C=C(C=C1O)O)CCC(=O)O 3,5-Dihydroxyphenylpropionic acid